N1=CC=CC2=CC=C3C(=C12)OC1=C3C=CC=C1 benzofuro[3,2-h]quinoline